NC1=C2C(=NC=N1)N(N=C2Br)CC2CCC(CC2)=O 4-((4-Amino-3-bromo-1H-pyrazolo[3,4-d]pyrimidin-1-yl)methyl)cyclohexanone